C(C)(C)N1N=C(C=C1C[C@H](CN1CC2(CS(C2)(=O)=O)CC1)C)C(F)(F)F (R)-6-(3-(1-Isopropyl-3-(trifluoromethyl)-1H-pyrazol-5-yl)-2-methylpropyl)-2-thia-6-azaspiro[3.4]octane 2,2-dioxide